FC1(NC(C=2C1=NC(=CC2)NC2=NC=C(C(=C2)N[C@H](CF)C2=CC=CC=C2)C=2OC(=NN2)C(C)(C)O)=O)C 7-Fluoro-2-((4-(((S)-2-fluoro-1-phenylethyl)amino)-5-(5-(2-hydroxypropan-2-yl)-1,3,4-oxadiazol-2-yl)pyridin-2-yl)amino)-7-methyl-6,7-dihydro-5H-pyrrolo[3,4-b]pyridin-5-one